C(C)OC(=O)C=1C=C2C=CC=NC2=C(N1)N1CCCC2=CC(=C(C=C12)C(F)F)C=1CCN(CC1)C(=O)OC(C)(C)C 8-[6-(1-tert-Butoxycarbonyl-1,2,3,6-tetrahydropyridin-4-yl)-7-difluoromethyl-3,4-dihydro-2H-quinolin-1-yl]-[1,7]naphthyridine-6-carboxylic acid ethyl ester